NC=1C(=NC(=C(N1)F)C1=CC(=C(C=C1)N1CCSCC1)CN1CCC(CC1)OC)C=1C=C2CCNC(C2=CC1)=O 6-(3-amino-5-fluoro-6-(3-((4-methoxypiperidin-1-yl)methyl)-4-thiomorpholinophenyl)pyrazin-2-yl)-3,4-dihydroisoquinolin-1(2H)-one